O=C1NC(CCC1N1C(C2=CC=C(C=C2C1=O)N1CCC(CC1)CCN1CCC(CC1)C1=CC=C(C(=O)NC2=CC3=C(NC(=N3)CN3[C@H](CCC3)C)C=C2)C=C1)=O)=O 4-(1-(2-(1-(2-(2,6-dioxopiperidin-3-yl)-1,3-dioxoisoindolin-5-yl)piperidin-4-yl)ethyl)piperidin-4-yl)-N-(2-(((S)-2-methylpyrrolidin-1-yl)methyl)-1H-benzo[d]imidazol-5-yl)benzamide